[4-[5-(2,2-dimethylpropyl)-1,2,4-oxadiazol-3-yl]phenyl]-[4-(5-methyloxazolo[4,5-b]pyridin-2-yl)piperazin-1-yl]methanone CC(CC1=NC(=NO1)C1=CC=C(C=C1)C(=O)N1CCN(CC1)C=1OC=2C(=NC(=CC2)C)N1)(C)C